2-amino-N-{2-methoxy-5-[2-(thiazol-4-yl)propan-2-yl]phenyl}-6-(methoxymethyl)nicotinamide NC1=C(C(=O)NC2=C(C=CC(=C2)C(C)(C)C=2N=CSC2)OC)C=CC(=N1)COC